C2,2'-thiobis[3-(3,5-di-tert-butyl-4-hydroxyphenyl) propionate] S(C(C(=O)[O-])CC1=CC(=C(C(=C1)C(C)(C)C)O)C(C)(C)C)C(C(=O)[O-])CC1=CC(=C(C(=C1)C(C)(C)C)O)C(C)(C)C